FC(OC1=C(C(=NC=C1)C#N)F)F 4-(Difluoromethoxy)-3-fluoropyridinecarbonitrile